ClC1=CC(=C(C(=O)NCCC)C=C1)NC(=O)NC1=CC(=CC=C1)Cl 4-chloro-2-[3-(3-chlorophenyl)ureido]-N-propylbenzamide